4-[(2Z)-4-amino-2-(fluoromethylene)butoxy]-N-tert-butyl-benzamide hydrochloride Cl.NCC/C(/COC1=CC=C(C(=O)NC(C)(C)C)C=C1)=C/F